(Z)-2-(4-bromobenzylidene)-6-((2,6-dimethoxybenzyl)sulfonyl)-2H-benzo[b][1,4]thiazin-3(4H)-one BrC1=CC=C(\C=C/2\C(NC3=C(S2)C=CC(=C3)S(=O)(=O)CC3=C(C=CC=C3OC)OC)=O)C=C1